benzyl-trimethyl-ammonium methoxide C[O-].C(C1=CC=CC=C1)[N+](C)(C)C